FC=1C(=CC2=C(OC3(CC3)C(N2)=O)C1)C1=C(C(=C(C(=C1F)F)F)F)F 7-fluoro-6-(perfluorophenyl)spiro-[benzo[b][1,4]oxazine-2,1'-cyclopropan]-3(4H)-one